cyclopropane-sulfonamide TFA salt OC(=O)C(F)(F)F.C1(CC1)S(=O)(=O)N